OC[C@H](C1=CC=CC=C1)NC1=CC(=NC=C1C1=NC(=NO1)C1=NC=CC=C1)NC1=CC=C2C(=N1)C(OC2O)(C)C 2-((4-(((S)-2-hydroxy-1-phenylethyl)amino)-5-(3-(pyridin-2-yl)-1,2,4-oxadiazol-5-yl)pyridin-2-yl)amino)-7,7-dimethyl-5,7-dihydrofuro[3,4-b]pyridin-5-ol